NC1=C(C(=NN1C)C1CC2CC(CC2C1)(C=1N=NN(C1)C[Si](C)(C)C)O)C(=O)NC1=CC(=C(C=C1)F)Cl 5-amino-N-(3-chloro-4-fluorophenyl)-3-(5-hydroxy-5-(1-((trimethylsilyl)methyl)-1H-1,2,3-triazol-4-yl)octahydropentalen-2-yl)-1-methyl-1H-pyrazole-4-carboxamide